C(C)(C)(C)OC(=O)N1CCC2(C(C=3N(N=CC3)C2)=O)CC1 oxo-4'H,6'H-spiro[piperidine-4,5'-pyrrolo[1,2-b]pyrazole]-1-carboxylic acid tert-butyl ester